O=C(CCCCCC(=O)OCC(CCCCCCCC)CCCCCC)CCCCCC(=O)OCC(CCCCCCCC)CCCCCC bis(2-hexyldecyl) 7-oxotridecanedioate